p-iodophenylhydrazine hydrochloride Cl.IC1=CC=C(C=C1)NN